C(CCCCCCCCCCCCC)(=O)OCC(CO)(COCC(CO)(CO)CO)CO dipentaerythritol monomyristate